1,3,4-triphenyl-imidazolidine C1(=CC=CC=C1)N1CN(C(C1)C1=CC=CC=C1)C1=CC=CC=C1